butoxypropylamine dipropionate monosodium salt [Na+].C(CC)(=O)[O-].C(CC)(=O)O.C(CCC)OCCCN